C12(C(=O)CC(CC1)C2(C)C)CS(=O)(=O)O.N[C@@H]2CN(C[C@@H]([C@H]2O)C)C2=C1C(=NC=C2NC(=O)C2=NC(=C(C=C2)F)C2=C(C=CC=C2F)F)[C@@H](CC1)O N-{(R)-4-[(3R,4R,5S)-3-amino-4-hydroxy-5-methylpiperidin-1-yl]-7-hydroxy-6,7-dihydro-5H-cyclopenta[b]pyridin-3-yl}-6-(2,6-difluorophenyl)-5-fluoropyridinecarboxamide camphorsulfonate